FC(C=1C=NC(=NC1)N1CCC(CC1)NC(C)=O)(F)F N-(1-(5-(trifluoromethyl)pyrimidin-2-yl)piperidin-4-yl)acetamide